3-chloro-2-fluoro-2',5'-dimethoxy-1,1'-biphenyl ClC=1C(=C(C=CC1)C1=C(C=CC(=C1)OC)OC)F